CC1=C(C=CC=C1)C(C(=O)O)=O.C(C1=CC=CC=C1)(=O)C(=O)OC Methyl benzoylformate (methyl phenylglyoxalate)